C1(=CC=CC=C1)C(O)C(O)C1=CC=CC=C1 Rac-hydrobenzoin